BrC1=CC(=C(C=C1)O)C1(CC1)CO 4-bromo-2-(1-(hydroxymethyl)cyclopropyl)phenol